C(C)(=O)N[C@H]1[C@H]2OC[C@@]([C@H]3[C@@H]1OC(O3)(C)C)(O2)COCCOCCOCCOCCC(=O)O 1-((3aR,4S,7S,8R,8aR)-8-acetamido-2,2-dimethyltetrahydro-4,7-epoxy[1,3]dioxolo[4,5-d]oxepin-4(5H)-yl)-2,5,8,11-tetraoxatetradecan-14-oic acid